CC1=NC(=NC(=C1)C)N1N=C(C=C1O)C(=O)NC1=CC=C(C=C1)CCO (4,6-dimethylpyrimidin-2-yl)-5-hydroxy-N-(4-(2-hydroxyethyl)phenyl)-1H-pyrazole-3-carboxamide